2,4,6-trimethyl-L-phenylalanine CC1=C(C[C@H](N)C(=O)O)C(=CC(=C1)C)C